CC(C(=O)NC1=CC=C2C(=N1)C(=CN2)C2CCN(CC2)C(CC)CC)C 5-(2-methylpropanoyl)amino-3-(1-(3-pentyl)piperidin-4-yl)pyrrolo[3,2-b]pyridine